(R)-(4-((1-(3-amino-5-(trifluoromethyl)phenyl)ethyl)amino)-2-methyl-6-(methylamino)quinazoline-7-yl)(thiazolidine-3-yl)methanone NC=1C=C(C=C(C1)C(F)(F)F)[C@@H](C)NC1=NC(=NC2=CC(=C(C=C12)NC)C(=O)N1CSCC1)C